C(C)(C)(C)OC(=O)N1N=C(C=C1COCC1=CC=CC=C1)N 3-amino-5-(benzyloxymethyl)-pyrazole-1-carboxylic acid tert-butyl ester